CC=1C=C(C=C(C1O)C)C(CC(C1=CC(=C(C(=C1)C)O)C)C1=CC(=C(C(=C1)C)O)C)C1=CC(=C(C(=C1)C)O)C 1,1,3,3-tetrakis(3,5-dimethyl-4-hydroxyphenyl)propane